stearyl 3-mercaptopropionate SCCC(=O)OCCCCCCCCCCCCCCCCCC